(5-methyl-2-(methylthio)pyrimidin-4-yl)isoindol-1-one CC=1C(=NC(=NC1)SC)C1=NC(C2=CC=CC=C12)=O